8-chloro-N-[1-(3-pyrimidin-2-ylpyrazin-2-yl)ethyl]-6-(trifluoromethyl)quinazolin-4-amine ClC=1C=C(C=C2C(=NC=NC12)NC(C)C1=NC=CN=C1C1=NC=CC=N1)C(F)(F)F